FC1=C(OC2=NC=CC=C2C(=O)N)C=CC(=C1)CC(=O)NC=1SC(=C(N1)C1=CN(C(C=C1)=O)C)C (2-fluoro-4-(2-((5-methyl-4-(1-methyl-6-oxo-1,6-dihydropyridin-3-yl)thiazol-2-yl)amino)-2-oxoethyl)phenoxy)pyridine-3-carboxamide